FC1=C(C=CC=C1)NC(=O)[C@H]1C(NC[C@@H]1C1=CC(=CC=C1)C(F)(F)F)=O (3R,4S)-N-(2-fluorophenyl)-2-oxo-4-[3-(trifluoromethyl)phenyl]-3-pyrrolidinecarboxamide